N-[5-[[4-[4-[(dimethylamino)methyl]-3-phenylpyrazol-1-yl]pyrimidin-2-yl]amino]-4-methoxy-2-morpholin-4-ylphenyl]prop-2-enamide CN(C)CC=1C(=NN(C1)C1=NC(=NC=C1)NC=1C(=CC(=C(C1)NC(C=C)=O)N1CCOCC1)OC)C1=CC=CC=C1